10-benzyl-23-(2,5-dioxo-2,5-dihydro-1H-pyrrol-1-yl)-6,9,12,15-tetraoxo-18-(trifluoromethyl)-3-oxa-5,8,11,14,17-pentaazatricosan-1-oic acid C(C1=CC=CC=C1)C(C(NCC(NCOCC(=O)O)=O)=O)NC(CNC(CNC(CCCCCN1C(C=CC1=O)=O)C(F)(F)F)=O)=O